2-(4-(4-chlorophenyl)-2,3,9-trimethyl-6H-thieno[3,2-f][1,2,4]triazolo[4,3-a][1,4]diazepin-6-yl)acetic acid ClC1=CC=C(C=C1)C1=NC(C=2N(C3=C1C(=C(S3)C)C)C(=NN2)C)CC(=O)O